6-((3-ethyl-6-fluoro-1,4-dioxo-1,4-dihydronaphthalen-2-yl)methyl)-3-(trifluoromethyl)picolinonitrile C(C)C1=C(C(C2=CC=C(C=C2C1=O)F)=O)CC1=CC=C(C(=N1)C#N)C(F)(F)F